(R)-1-(4-(4-(6-methyl-4-oxo-4,5,6,7-tetrahydro-1H-pyrrolo[3,2-c]pyridin-2-yl)pyridin-2-yl)phenyl)piperidine-4-carbaldehyde C[C@@H]1CC2=C(C(N1)=O)C=C(N2)C2=CC(=NC=C2)C2=CC=C(C=C2)N2CCC(CC2)C=O